8-acetyl-3-((1r,3r)-3-((tert-butyldimethylsilyl)oxy)cyclobutyl)-2-(isoindolin-2-yl)-6-methylquinazolin-4(3H)-one C(C)(=O)C=1C=C(C=C2C(N(C(=NC12)N1CC2=CC=CC=C2C1)C1CC(C1)O[Si](C)(C)C(C)(C)C)=O)C